FC1=C(CN2[C@@H](CCC2=S)CC(=S)N[C@@H](C(C)C)C(=O)OCC2=CC=CC=C2)C=CC=C1F Benzyl (2-((S)-1-(2,3-difluorobenzyl)-5-thioxopyrrolidin-2-yl)ethanethioyl)-L-valinate